N-[(E)-[(2,6-dichlorophenyl)-(2-fluoro-7-azabicyclo[2.2.1]heptan-7-yl)methylene]amino]-4-methyl-benzenesulfonamide ClC1=C(C(=CC=C1)Cl)/C(/N1C2C(CC1CC2)F)=N\NS(=O)(=O)C2=CC=C(C=C2)C